O=C1C(CCC1)C(=O)N1CCNCC1 4-(2-oxocyclopentane-1-carbonyl)piperazin